5-Cyano-3-methyl-N-(3-(5-methylisoxazol-4-yl)-1H-indazol-5-yl)picolinamide C(#N)C=1C=C(C(=NC1)C(=O)NC=1C=C2C(=NNC2=CC1)C=1C=NOC1C)C